BrC=1C=CC=2N(C1C)C(=NC2)C(F)(F)F 6-bromo-5-methyl-3-(trifluoromethyl)imidazo[1,5-a]pyridine